CS(=O)(=O)C1=CC=C(C=C1)C1OC1 2-[4-(methylsulfonyl)phenyl]oxirane